1-(5-(4-(4-bromophenyl)piperazin-1-yl)pyridin-2-yl)-3,3-dimethylbutan-1-ol BrC1=CC=C(C=C1)N1CCN(CC1)C=1C=CC(=NC1)C(CC(C)(C)C)O